8-chloro-5-((2-(3-(5-fluoro-6-oxopyrimidin-1(6H)-yl)propyl)-2-azaspiro[3.3]heptan-6-yl)(methyl)amino)-2-methylisoquinolin-1(2H)-one ClC=1C=CC(=C2C=CN(C(C12)=O)C)N(C)C1CC2(CN(C2)CCCN2C=NC=C(C2=O)F)C1